C(#N)C=1C=C(OC2=CC(=NC=C2)C(=O)N[C@@H]2C(N(C3=C(OC2)C=C(C=C3)C#CC(C)(C)O)C)=O)C=CC1 (S)-4-(3-cyanophenoxy)-N-(8-(3-hydroxy-3-methylbut-1-yn-1-yl)-5-methyl-4-oxo-2,3,4,5-tetrahydrobenzo[b][1,4]oxazepin-3-yl)pyridineamide